N(=C=S)C=1C=C(C(=CC1)C=CC=1C(=CC(=CC1)N=C=S)S(=O)(=O)O)S(=O)(=O)O 4,4'-diisothiocyano-stilbene-2,2'-disulfonic acid